C(OC)(OCCOC)=O methyl (2-methoxy ethyl) carbonate